NC1=NC=CC=C1S(=O)(=O)NC(=O)C=1C(=NC(=CC1)C1C(CCC(C1)(C)C)O)N1C(C[C@@H](C1)C)(C)C N-[(2-Amino-3-pyridyl)sulfonyl]-6-(2-hydroxy-5,5-dimethylcyclohexyl)-2-[(4S)-2,2,4-trimethylpyrrolidin-1-yl]pyridin-3-carboxamid